o-vinylbenzyl-glycerol tert-butyl-(2S)-4-[7-chloro-2-[[(2S)-4,4-difluoro-1-methyl-pyrrolidin-2-yl]methoxy]-8-fluoro-pyrido[4,3-d]pyrimidin-4-yl]-2-(cyanomethyl)piperazine-1-carboxylate C(C)(C)(C)[C@@]1(N(CCN(C1)C=1C2=C(N=C(N1)OC[C@H]1N(CC(C1)(F)F)C)C(=C(N=C2)Cl)F)C(=O)OC(C(O)CO)CC2=C(C=CC=C2)C=C)CC#N